(S)-2-hydroxy-2-methyl-1-(7-(3-Methyl-1H-pyrrolo[2,3-b]pyridin-5-yl)-5-(pyrrolidin-2-yl)-3,4-dihydroisoquinoline-2(1H)-yl)propan-1-one OC(C(=O)N1CC2=CC(=CC(=C2CC1)[C@H]1NCCC1)C=1C=C2C(=NC1)NC=C2C)(C)C